N,N-dibenzotriazol-1-ylmethylamine C1=CC=C2C(=C1)N=NN2CNCN3C4=CC=CC=C4N=N3